Sodium (2S,5R)-2-(N-((S)-1-acetylpiperidine-3-carbonyl)carbamimidoyl)-7-oxo-1,6-diazabicyclo[3.2.1]octan-6-yl Sulfate S(=O)(=O)(ON1[C@@H]2CC[C@H](N(C1=O)C2)C(NC(=O)[C@@H]2CN(CCC2)C(C)=O)=N)[O-].[Na+]